C(CC(O)(C(=O)O)CC(=O)O)(=O)O.N1=CC=CC=C1 pyridine citrate